FC1(CN(C1)C=1C=CC(=NC1)NC1=CC(=NC=2C=CNC(C12)=O)C1=C(C=C(C(=C1)OC)C(=O)N1CCCCC1)F)F 4-[[5-(3,3-difluoro-azetidin-1-yl)-2-pyridyl]amino]-2-[2-fluoro-5-methoxy-4-(piperidine-1-carbonyl)phenyl]-6H-1,6-naphthyridin-5-one